FC(C(C(F)(F)F)(O)C1=CC=C(C=C1)C1=CC=C(C=C1)CN1C(CN(CC1)CC1=CC=NC=C1)CC(=O)OC(C)C)(F)F isopropyl 2-(1-((4'-(1,1,1,3,3,3-hexafluoro-2-hydroxypropan-2-yl)-[1,1'-biphenyl]-4-yl)methyl)-4-(pyridin-4-ylmethyl)piperazin-2-yl)acetate